CC1(C2=CC=CC=C2C=2N(C=3C4=C(C=CC3C21)C2=C(O4)C=CC=C2)C2=NC4=C1C(=CC=C4C(=N2)C2=CC=CC=C2)C=CC=C1)C 7,7-dimethyl-12-(4-phenylbenzo[h]quinazolin-2-yl)-7,12-dihydrobenzofuro[3,2-g]indeno[1,2-b]indole